COC(=O)C1=CC(=NN1C)C(C)C.O[C@]1(C(N(C2=CC=CC=C12)C=1C=NC=C(C1)C=C1OC(C2=CC=CC=C12)=O)=O)C (R)-3-hydroxy-3-methyl-1-(5-((3-oxoisobenzofuran-1(3H)-ylidene)methyl)pyridine-3-yl)indolin-2-one Methyl-3-isopropyl-1-methyl-1H-pyrazole-5-carboxylate